5-pent-1-enyloxolan-2-one C(=CCCC)C1CCC(O1)=O